tert-Butyl 3-[(hydroxyimino)methyl]-2-(6,6,6-trifluorohex-4-yn-1-yl)-2,4,6,7-tetrahydro-5H-pyrazolo[4,3-c]pyridine-5-carboxylate ON=CC=1N(N=C2C1CN(CC2)C(=O)OC(C)(C)C)CCCC#CC(F)(F)F